ClC1=C(C=CC=2N1N=C(N2)I)C=2C=NN(C2)C(C)OCC 5-Chloro-6-(1-(1-ethoxyethyl)-1H-pyrazol-4-yl)-2-iodo-[1,2,4]triazolo[1,5-a]pyridine